N[N-]N Diaminoamid